2-((1s,4s)-4-((6'-Chloro-5-((4-methylpiperazin-1-yl)sulfonyl)-[2,3'-bipyridin]-4'-yl)amino)cyclohexyl)propan-2-ol ClC1=CC(=C(C=N1)C1=NC=C(C=C1)S(=O)(=O)N1CCN(CC1)C)NC1CCC(CC1)C(C)(C)O